ClC1=NC=C(C(=C1)C1=C(C=NC(=C1)C)C(=O)NC=1SC=2C(=CC3=C(C(N(CCC3)C)=O)C2)N1)OC 2'-Chloro-5'-methoxy-6-methyl-N-(6-methyl-5-oxo-6,7,8,9-tetrahydro-5H-thiazolo[4',5':4,5]benzo[1,2-c]azepin-2-yl)-[4,4'-bipyridine]-3-carboxamide